6-(Azetidin-3-yloxy)-N-(3,4-dichlorophenyl)pyrido[3,2-d]pyrimidin-4-amine trichloride [Cl-].[Cl-].[Cl-].N1CC(C1)OC=1C=CC=2N=CN=C(C2N1)NC1=CC(=C(C=C1)Cl)Cl